N-(2-ethylbutyl)-3-((2S)-2-hydroxy-3-(8-(naphthalen-2-ylsulfonyl)-1-oxa-8-azaspiro[4.5]decan-3-ylamino)propoxy)benzenesulfonamide C(C)C(CNS(=O)(=O)C1=CC(=CC=C1)OC[C@H](CNC1COC2(C1)CCN(CC2)S(=O)(=O)C2=CC1=CC=CC=C1C=C2)O)CC